2-[2-[(6-Cyano-1,3-benzothiazol-2-yl)methylcarbamoyl]indan-2-yl]acetic acid C(#N)C1=CC2=C(N=C(S2)CNC(=O)C2(CC3=CC=CC=C3C2)CC(=O)O)C=C1